C(C)P(=O)(O)CC di-ethyl-hypophosphorous acid